C(N)(=O)[C@@H]1C[C@@]2(CN1C([C@H](CCC(C)C)N(C(OCC1=CC=CC=C1)=O)C)=O)C(NC1=CC=CC=C12)=O benzyl ((S)-1-((3R,5'S)-5'-carbamoyl-2-oxospiro[indoline-3,3'-pyrrolidin]-1'-yl)-5-methyl-1-oxohexan-2-yl)(methyl)carbamate